NC1=NOC2=NC(=CC(=C21)C2=CC=C(C=C2)NC(NC2=CC(=C(C=C2)NC(C=C)=O)OC)=O)C N-(4-(3-(4-(3-amino-6-methylisoxazolo[5,4-b]pyridin-4-yl)phenyl)ureido)-2-methoxyphenyl)acrylamide